C(#N)C=1C=C(CN2N=C(C(=C2)F)C(=O)N[C@@H]2[C@H]3[C@@H](C4=C(NC2=O)C(=CC(=C4)F)F)C3)C=CC1 1-(3-cyanobenzyl)-N-((1aR,2R,8bS)-5,7-difluoro-3-oxo-1,1a,2,3,4,8b-hexahydrobenzo[b]cycloprop[d]azepin-2-yl)-4-fluoro-1H-pyrazole-3-carboxamide